5-(dimethylamino)pyridazine-3-sulfonyl chloride CN(C=1C=C(N=NC1)S(=O)(=O)Cl)C